C(CCC)C1(CCCCC1)C1=CC(=CC(=C1)OC)OC 1-(1-butylcyclohexyl)-3,5-dimethoxybenzene